FC=1C=C(OC2CC3(C(N4[C@H](O3)CC[C@H]4C4=NC=CN=C4)=O)C2)C=CC1F (5'S,7a'R)-3-(3,4-difluorophenoxy)-5'-(pyrazin-2-yl)tetrahydro-3'H-spiro[cyclobutane-1,2'-pyrrolo[2,1-b][1,3]oxazol]-3'-one